ClC=1C=C(C=CC1O)NC1=CNC=C1C1=C(C=CC=C1)[N+](=O)[O-] 3-[(3-chloro-4-hydroxyphenyl)amino]-4-(2-nitrophenyl)-1H-pyrrole